CC1CCCC(C1)C 2,4-bis[methyl]cyclohexane